naphtho[2,3-b]pyrazine N1=C2C(=NC=C1)C=C1C=CC=CC1=C2